2,6-bis(2-t-butyl-4-hydroxybenzyl)phenol C(C)(C)(C)C1=C(CC2=C(C(=CC=C2)CC2=C(C=C(C=C2)O)C(C)(C)C)O)C=CC(=C1)O